Octacosanyl Glycol CCCCCCCCCCCCCCCCCCCCCCCCCCC(CO)O